O1C(CCCC1)OC(=O)OC1=CC=C(C=C)C=C1 p-tetrahydropyranyloxycarbonyloxystyrene